COC1=CC=C(CN(CCCCCNC(OC(C)(C)C)=O)S(=O)(=O)C=2SC=CC2)C=C1 tert-butyl {5-[(4-methoxybenzyl)(2-thienylsulfonyl)amino]pentyl}carbamate